CN(C=1C=C(C=CC1)C1=NN2C(=NC=3C=CC=CC3C2=N1)NC1CNCCNC1)C (6R)-6-({2-[3-(dimethylamino)phenyl][1,2,4]triazolo[1,5-c]quinazolin-5-yl}amino)-1,4-diazepan